6-((1-(tert-butyl)-3-((1S,3R)-3-hydroxycyclopentyl)-1H-pyrazol-5-yl)amino)-2,3-dihydrobenzo[b]thiophene C(C)(C)(C)N1N=C(C=C1NC=1C=CC2=C(SCC2)C1)[C@@H]1C[C@@H](CC1)O